4-(methoxymethyl)-4-methylpiperidine COCC1(CCNCC1)C